N1C=NC=C1.S(=O)(=O)(OCC)O ethyl sulfate imidazole salt